CN([C@@H](CC=1N=C(N(C1)C(=O)OCC)[Se]C(=O)OCC)C(=O)OC)C ethyl (S)-4-(2-(dimethylamino)-3-methoxy-3-oxopropyl)-2-((ethoxycarbonyl)selanyl)-1H-imidazole-1-carboxylate